FC=1C(=NC=CC1C1=CN=CN1)CO 5-(3-fluoro-2-(hydroxymethyl)pyridin-4-yl)-1H-imidazol